Phenyl-(triphenylene-2-yl)methanone C1(=CC=CC=C1)C(=O)C1=CC=2C3=CC=CC=C3C3=CC=CC=C3C2C=C1